4,5-dihydroxy-6-(2-hydroxy-4-(7-(3-hydroxyphenyl)-3,5-dioxoheptyl)phenoxy)-3-(hydroxymethyl)tetrahydro-2H-pyran-2-carboxylic acid OC1C(C(OC(C1O)OC1=C(C=C(C=C1)CCC(CC(CCC1=CC(=CC=C1)O)=O)=O)O)C(=O)O)CO